Cl.CN1CCC(CC1)OC=1C=C(C=2CNCC2C1)N[C@@H]1COCC1 (S)-6-((1-Methylpiperidin-4-yl)oxy)-N-(tetrahydrofuran-3-yl)isoindolin-4-amine hydrochloride